Cl.NCC(=O)C1=CC(=C(C=C1OC)CS(=O)(=O)N)OC1=CC=CC=C1 [4-(2-aminoacetyl)-5-methoxy-2-phenoxyphenyl]methanesulfonamide hydrochloride